3-amino-4-((5-phenylpyridazin-3-yl)amino)thieno[2,3-b]Pyridine-2-carboxylic acid methyl ester COC(=O)C1=C(C=2C(=NC=CC2NC=2N=NC=C(C2)C2=CC=CC=C2)S1)N